CC1=C(C=C(C=C1)N1CCN(CC1)C(=O)OC(C)(C)C)C(NC1(CC1)C1=C2C=CC=NC2=CC(=C1)C=1N=C(OC1)C)=O tert-butyl 4-(4-methyl-3-((1-(7-(2-methyloxazol-4-yl)quinolin-5-yl)cyclopropyl)carbamoyl)phenyl)piperazine-1-carboxylate